NC=1C(=C(C(=C(C(=O)NC=2C=C(C=CC2N2CCN(CC2)C)N2N=NC(=C2)C(=O)NCCCN)C1)Cl)C)F 1-(3-(5-amino-2-chloro-4-fluoro-3-methylbenzamido)-4-(4-methylpiperazin-1-yl)phenyl)-N-(3-aminopropyl)-1H-1,2,3-triazole-4-carboxamide